5-amino-6-methoxy-2,3-dihydrobenzo[d]isothiazole-1,1-dioxide NC=1C(=CC2=C(CNS2(=O)=O)C1)OC